(+-)-TRANS-3-METHYL-4-NONANOLIDE C[C@@H]1CC(=O)O[C@H]1CCCCC |r|